tert-Butyl-N-[4-[[4-[4-(2,6-dioxo-3-piperidyl)phenyl]piperazin-1-yl]methyl]cyclohexyl]carbamate C(C)(C)(C)OC(NC1CCC(CC1)CN1CCN(CC1)C1=CC=C(C=C1)C1C(NC(CC1)=O)=O)=O